5-Bromo-2-oxo-1,2,3,4-tetrahydro-1,7-naphthyridine-3-carbonitrile BrC1=C2CC(C(NC2=CN=C1)=O)C#N